C(OCC)(OC1=CC=C(C=C1)C)=O ethyl para-cresyl carbonate